tert-butyl 2-[(3-bromo-4-fluoro-phenyl)methyl]-2,7-diazaspiro[3.5]nonane-7-carboxylate BrC=1C=C(C=CC1F)CN1CC2(C1)CCN(CC2)C(=O)OC(C)(C)C